C(C)(C)(C)C=1C=C(C=C(C1O)C)CCC(=O)OC(CCCCC)OC(CCC1=CC(=C(C(=C1)C)O)C(C)(C)C)=O hexanediol-bis[3-(3-t-butyl-5-methyl-4-hydroxyphenyl) propionate]